3-[4-(dimethylamino)phenyl]-2-(morpholine-4-carbonyl)prop-2-enenitrile CN(C1=CC=C(C=C1)C=C(C#N)C(=O)N1CCOCC1)C